4-(4-Methyl-3-nitrobenzamido)naphthalene-1,5-disulphonate CC1=C(C=C(C(=O)NC2=CC=C(C=3C=CC=C(C23)S(=O)(=O)[O-])S(=O)(=O)[O-])C=C1)[N+](=O)[O-]